C(C)(C)(C)OC(=O)N1C[C@@H](N(CC1)C(C1=C(C=C(C=C1F)Br)F)=O)CO (3R)-4-(4-bromo-2,6-difluorobenzoyl)-3-(hydroxymethyl)piperazine-1-carboxylic acid tert-butyl ester